7-Cyano-5-isopropoxybenzo[b]thiophene-2-carboxylic acid ethyl ester C(C)OC(=O)C1=CC2=C(S1)C(=CC(=C2)OC(C)C)C#N